(R)-5-bromo-1-(1-(tetrahydro-2H-pyran-4-yl)pyrrolidin-3-yl)-1H-indazole BrC=1C=C2C=NN(C2=CC1)[C@H]1CN(CC1)C1CCOCC1